C1=CC(=C(C=C1O)C(=O)CC[NH3+])N The molecule is an ammonium ion that is the conjugate base of 5-hydroxykynurenamine, arising from selective protonation of the primary alkylamino function; major species at pH 7.3. It is a conjugate acid of a 5-hydroxykynurenamine.